COC(C[C@H](CN1CC2(C1)CN(CC2)CC2=NC=1NCCCC1C=C2)C=2C=C(C=CC2)C=2N(C=CC2)C(=O)OC(C)(C)C)=C=O tert-butyl (S)-2-(3-(4-methoxy-4-carbonyl-1-(6-((5,6,7,8-tetrahydro-1,8-naphthyridin-2-yl) methyl)-2,6-diazaspiro[3.4]oct-2-yl) butan-2-yl) phenyl)-1H-pyrrole-1-carboxylate